(2-(5-benzylthiazol-2-yl)-2-fluoro-1,1-dioxidothiomorpholino)(4-bromo-3-ethynylphenyl)methanone C(C1=CC=CC=C1)C1=CN=C(S1)C1(S(CCN(C1)C(=O)C1=CC(=C(C=C1)Br)C#C)(=O)=O)F